C(C)OC[C@@H](OC(C)=O)COP(=O)([O-])OCC[N+](C)(C)C 1-ethyl-2-acetyl-sn-glycero-3-phosphocholine